(1R,2R)-2-Cyanocyclopentyl (8-amino-7-fluoro-6-(8-methyl-2,3-dihydro-1H-pyrido[2,3-b][1,4]oxazin-7-yl)isoquinolin-3-yl)carbamate NC=1C(=C(C=C2C=C(N=CC12)NC(O[C@H]1[C@H](CCC1)C#N)=O)C1=C(C2=C(OCCN2)N=C1)C)F